O1C(=CC=C1)C1=CC=C(CN2CCN(CC2)CC2=CC(=C(OC(C(=O)OCC)(C)C)C(=C2)C)C)C=C1 Ethyl 2-(4-((4-(4-(furan-2-yl) benzyl) piperazin-1-yl) methyl)-2,6-dimethylphenoxy)-2-methylpropionate